ClC=1C(=C(C=CC1)NC=1C(=NN2C1C(NCC2)=O)C2=CC=NC1=CC(=C(C=C21)OC)OC)OC 3-[(3-chloro-2-methoxyphenyl)amino]-2-(6,7-dimethoxyquinolin-4-yl)-5H,6H,7H-pyrazolo[1,5-a]pyrazin-4-one